NC=1C(=CC(=C(OC=2C(NC=CC2)=O)C1)Cl)F 3-(5-amino-2-chloro-4-fluorophenoxy)-2(1H)-pyridone